BrC=1C=CC=2N(C1)C=C(N2)NC(=O)[C@@H]2CN(CC2)C(=O)OC(C)(C)C tert-butyl (3S)-3-[(6-bromoimidazo[1,2-a]pyridin-2-yl)carbamoyl]pyrrolidine-1-carboxylate